BrC=1C2=CC=CC=C2OC2=CC(CC(C12)=O)=O 9-bromo-1,3-dioxo-1H-xanthene